tert-butyl 6-(methylcarbamoyl)-5-(trifluoromethyl)-3',6'-dihydro-[3,4'-bipyridine]-1'(2'H)-carboxylate CNC(=O)C1=C(C=C(C=N1)C=1CCN(CC1)C(=O)OC(C)(C)C)C(F)(F)F